(2S)-1-amino-4-(benzylamino)bicyclo[2.2.2]octan-2-ol NC12[C@H](CC(CC1)(CC2)NCC2=CC=CC=C2)O